C(C)(=O)O[C@@H]1[C@H](O[C@H]([C@@H]([C@H]1OC(C)=O)OC(C)=O)OCCOCCN=[N+]=[N-])COC(C)=O (2R,3R,4S,5R,6R)-2-(acetoxymethyl)-6-(2-(2-azidoethoxy)ethoxy)tetrahydro-2H-pyran-3,4,5-triyl triacetate